O1C(=CC=C1)C1=C(C=CC(=N1)CO)C(F)(F)F [6-(furan-2-yl)-5-(trifluoromethyl)pyridin-2-yl]Methanol